N'-[[3-methyl-5-(trifluoromethyl)-2-pyridyl]methyl]-N'-(pyrimidin-2-ylmethyl)oxamide CC=1C(=NC=C(C1)C(F)(F)F)CN(C(C(N)=O)=O)CC1=NC=CC=N1